C1(=CC=CC=C1)C(CP(Br)Br)(C1=CC=CC=C1)C1=CC=CC=C1 Triphenylethyl-Phosphorus Bromide